5-ethoxy-4-methyl-1,3-oxazole-2-carboxylic acid ethyl ester C(C)OC(=O)C=1OC(=C(N1)C)OCC